3-hydroxy-4-(1H-triazol-5-yl)butyric acid OC(CC(=O)O)CC1=CN=NN1